N1=CN=C2NC=NC2=C1NCC=1OC2=CC=C(C=C2C(C1C1=CC=CC=C1)=O)Br 2-((9H-purin-6-ylamino)methyl)-6-bromo-3-phenyl-4H-chromen-4-one